ClC1=CC=C(C=N1)CN(C=1C=COC1)CC1=CC(=C(C=C1)F)Cl 4-{[(6-Chloropyridin-3-yl)methyl](3-chloro-4-fluorobenzyl)amino}furan